FC=1C=C(C=CC1OC)C1=CC=NC=2N1N=C(C2)C(=O)NC2=CC=C(C(=O)OC)C=C2 methyl 4-(7-(3-fluoro-4-methoxyphenyl)pyrazolo[1,5-a]pyrimidine-2-carboxamido)benzoate